C1(C(C)=CC(N1CC1=CC=C(C=C1)CN1C(C(C)=CC1=O)=O)=O)=O 2,5-biscitraconimidomethylbenzene